FC1(C2CN(CC12)C1=NC(=CC(=N1)C=1C=NN(C1)C1=C(C=C(C=C1)[N+](=O)[O-])N1CCC2(CC2)CC1)C)F 6-(2-(4-(2-(6,6-difluoro-3-azabicyclo[3.1.0]hexan-3-yl)-6-methylpyrimidin-4-yl)-1H-pyrazol-1-yl)-5-nitrophenyl)-6-azaspiro[2.5]octane